(S)-6-(2-aminopropyl)-2-chloro-7-(prop-1-yn-1-yl)-N-(thiophen-2-ylmethyl)pyrrolo[2,1-f][1,2,4]triazin-4-amine N[C@H](CC=1C=C2C(=NC(=NN2C1C#CC)Cl)NCC=1SC=CC1)C